4-(3-(2-(3-(((S)-2-amino-3-(1H-indol-3-yl)propanamido)methyl)-4,5-dimethylphenoxy)ethyl)piperidin-1-yl)-4-oxobutanoic acid N[C@H](C(=O)NCC=1C=C(OCCC2CN(CCC2)C(CCC(=O)O)=O)C=C(C1C)C)CC1=CNC2=CC=CC=C12